Cis-(3R,4aS,10bS)-3-methyl-8-(trifluoromethyl)-2,3,4,4a,6,10b-hexahydro-1H-pyrano[3,2-b:5,4-b']dipyridine hydrochloride Cl.C[C@@H]1C[C@H]2[C@@H](NC1)C=1C(=NC(=CC1)C(F)(F)F)CO2